C(C)NC[Si](OCC)(OCC)OCC ethylaminomethyltriethoxysilane